ClC=1C=C2C=C(NC2=CC1)CNC(N([C@H]1CN(CCC1)C(=O)C1=CN=C2N1C=C(C=N2)C)C)=O (R)-3-((5-chloro-1H-indol-2-yl)methyl)-1-methyl-1-(1-(6-methylimidazo[1,2-a]pyrimidine-3-carbonyl)piperidin-3-yl)urea